tert-butyl (1r,3r)-3-((2-(2,6-dioxopiperidin-3-yl)-1,3-dioxoisoindolin-5-yl)(methyl)amino)cyclobutane-1-carboxylate O=C1NC(CC[C@H]1N1C(C2=CC=C(C=C2C1=O)N(C1CC(C1)C(=O)OC(C)(C)C)C)=O)=O